3-(1-cyanocyclopropyl)-N-(6-methyl-5-(7-(methylamino)-1,6-naphthyridin-3-yl)pyridin-3-yl)benzamide C(#N)C1(CC1)C=1C=C(C(=O)NC=2C=NC(=C(C2)C=2C=NC3=CC(=NC=C3C2)NC)C)C=CC1